acrylamide maleate salt C(\C=C/C(=O)O)(=O)O.C(C=C)(=O)N